ClC=1C=C(C(=O)NC[C@H]2N(CC3=CC(=CC=C3C2)O)C)C=CC1 (S)-3-chloro-N-((7-hydroxy-2-methyl-1,2,3,4-tetrahydroisoquinolin-3-yl)methyl)benzamide